NC1=NC=CC(=C1Cl)SC=1N=C2C(=NC1)NC(=C2)N2CC1C(C1CC2)(C2=C(C=CC=C2)F)CNC(OCC2=CC=CC=C2)=O benzyl ((3-(2-((2-amino-3-chloropyridin-4-yl)thio)-5H-pyrrolo[2,3-b]pyrazin-6-yl)-7-(2-fluorophenyl)-3-azabicyclo[4.1.0]heptan-7-yl)methyl)carbamate